7-(trifluoromethyl)isoquinolin-5-amine FC(C=1C=C(C=2C=CN=CC2C1)N)(F)F